C1(CCCC1)N1CN=CC=2C1=NC(=NC2)NC2=C(C=C(C=C2)N2CCN(CC2)C)C 1-Cyclopentyl-7-((2-methyl-4-(4-methylpiperazin-1-yl)phenyl)amino)pyrimido[4,5-d]pyrimidine